COC1=CC(=CC2=C1C(=NO2)N)CN2N=CC=C2C 4-methoxy-6-[(5-methyl-1H-pyrazol-1-yl)methyl]-1,2-benzoxazol-3-amine